Stannum platinum [Pt].[Sn]